C1(CCCCC1)OC=1C=C(C2=C(N=C(N=C2)SC)N1)C#C[Si](C(C)C)(C(C)C)C(C)C 7-(cyclohexyloxy)-2-(methylthio)-5-((triisopropylsilyl)ethynyl)pyrido[2,3-d]pyrimidine